BrC1=C2N(C=3C(=C(C=CC13)Cl)Cl)CCN(C2=O)C 10-bromo-6,7-dichloro-2-methyl-3,4-dihydropyrazino[1,2-a]indol-1-one